(3R)-3-(methylsulfonyloxy)piperidine-1-carboxylic acid tert-butyl ester C(C)(C)(C)OC(=O)N1C[C@@H](CCC1)OS(=O)(=O)C